C1N(CCC2=CC=CC=C12)C[C@H](CN1CCOC2=C(C1=O)C=CC(=C2)OC2CN(CCC2)CCO)O 4-[(2R)-3-(3,4-dihydro-1H-isoquinolin-2-yl)-2-hydroxy-propyl]-8-[[(1-(2-hydroxyethyl)-3-piperidyl)]oxy]-2,3-dihydro-1,4-benzoxazepin-5-one